6-chloro-N-[5-(2,6-difluoro-4-methoxyphenyl)-1-methyl-3-oxo-2-phenyl-2,3-dihydro-1H-pyrazol-4-yl]pyridin-3-carboxamide ClC1=CC=C(C=N1)C(=O)NC=1C(N(N(C1C1=C(C=C(C=C1F)OC)F)C)C1=CC=CC=C1)=O